5-(4-((3-(2-methyl-6-(3-hydroxypropoxy)pyridine-3-yl)-2-methylphenyl)methoxy)-phenyl)isothiazole-3-ol 1-oxide CC1=NC(=CC=C1C=1C(=C(C=CC1)COC1=CC=C(C=C1)C1=CC(=NS1=O)O)C)OCCCO